((R)-1-((R)-2-(2,5-dichlorobenzamido)-4-morpholino-4-oxobutanamido)-4-phenylbutyl)boronic acid ClC1=C(C(=O)N[C@@H](C(=O)N[C@@H](CCCC2=CC=CC=C2)B(O)O)CC(=O)N2CCOCC2)C=C(C=C1)Cl